butyl 3-((5-chloro-2-(methoxycarbonyl)thiophen-3-yl)oxy)azetidine-1-carboxylate ClC1=CC(=C(S1)C(=O)OC)OC1CN(C1)C(=O)OCCCC